C(C)(C)(C)OC(=O)N1CCN(CC1)C(C1=C(C=C(C=C1)NC(=O)C=1N(C(=CN1)C=1C(=NN(C1)C1=NC=C(C=C1)OC)C(F)(F)F)C)Cl)=O 4-[2-chloro-4-[[5-[1-(5-methoxy-2-pyridinyl)-3-(trifluoromethyl)pyrazol-4-yl]-1-methyl-imidazole-2-carbonyl]amino]benzoyl]piperazine-1-carboxylic acid tert-butyl ester